C(C)(=O)N1C[C@@H]([C@H]([C@H](C1)O)O)NC(CCCCC(=O)OC)=O methyl 6-[[(3S,4R,5S)-1-acetyl-4,5-dihydroxy-3-piperidinyl] amino]-6-oxo-hexanoate